COC=1C=C2CCN[C@@](C2=CC1OC=1C=CC(=NC1)C=1C=C(NC1)C(=O)OC)(CC(NC=1SC=CN1)=O)C methyl (R)-4-(5-((6-methoxy-1-methyl-1-(2-oxo-2-(thiazol-2-ylamino)ethyl)-1,2,3,4-tetrahydroisoquinolin-7-yl)oxy)pyridin-2-yl)-1H-pyrrole-2-carboxylate